1-(5-ethylpyrimidin-2-yl)piperidine-4-carboxamide C(C)C=1C=NC(=NC1)N1CCC(CC1)C(=O)N